ethyl N-methyl-N-(2-(4-(oxetan-3-yloxy)pyridin-2-yl)-6,7-dihydro-5H-cyclopenta[d]pyrimidin-4-yl)glycinate CN(CC(=O)OCC)C=1C2=C(N=C(N1)C1=NC=CC(=C1)OC1COC1)CCC2